N4-(N-Acetyl-D-glucosaminyl)-L-asparagine C(C)(=O)N[C@H]1C(O[C@@H]([C@H]([C@@H]1O)O)CO)NC(C[C@H](N)C(=O)O)=O